4-ethoxy-N-(7-methoxy-2-methyl-2H-indazol-5-yl)-2-(piperazin-1-yl)pyrimidine-5-carboxamide formate C(=O)O.C(C)OC1=NC(=NC=C1C(=O)NC1=CC2=CN(N=C2C(=C1)OC)C)N1CCNCC1